C(C)(C)(C)OC(=O)N1CC2CC(C(C1)CC2)C(=O)O 3-[(tert-butoxy)carbonyl]-3-azabicyclo[3.2.2]nonane-6-carboxylic acid